tert-butyl 4-((4-(2-(1-methyl-2,6-dioxopiperidin-3-yl)-1,3-dioxoisoindolin-5-yl)piperazin-1-yl)methyl)piperidine-1-carboxylate Sodium triacetoxyborohydride C(C)(=O)O[BH-](OC(C)=O)OC(C)=O.[Na+].CN1C(C(CCC1=O)N1C(C2=CC=C(C=C2C1=O)N1CCN(CC1)CC1CCN(CC1)C(=O)OC(C)(C)C)=O)=O